amino-4'-chloro-[2,3'-bipyridine] NC=1C(=NC=CC1)C=1C=NC=CC1Cl